ClC1=NC(=CC=C1C(=O)NS(=O)(=O)C1=NN(C=C1)CCC[C@H]1CC(N(C1)C(=O)OC(C)(C)C)(C)C)N1N=C(C=C1)OCCC1C2(C13CC3)CC2 tert-Butyl (4S)-4-[3-[3-[[2-chloro-6-[3-(2-dispiro[2.0.2.1]heptan-7-ylethoxy)pyrazol-1-yl]pyridine-3-carbonyl] sulfamoyl]pyrazol-1-yl]propyl]-2,2-dimethyl-pyrrolidine-1-carboxylate